(E)-4-((2S,4S)-4-((5-cyclopropyl-3-(2,6-dichlorophenyl)isoxazol-4-yl)methoxy)-2-methylpiperidin-1-yl)-N'-hydroxybenzimidamide C1(CC1)C1=C(C(=NO1)C1=C(C=CC=C1Cl)Cl)CO[C@@H]1C[C@@H](N(CC1)C1=CC=C(/C(/N)=N\O)C=C1)C